3-((2-(7-(2-amino-6-fluorophenyl)-6-fluoro-2,4-dioxo-3,4-dihydropyrido[2,3-d]pyrimidin-1(2H)-yl)-3-isopropyl-phenyl)amino)propanoic acid NC1=C(C(=CC=C1)F)C=1C(=CC2=C(N(C(NC2=O)=O)C2=C(C=CC=C2C(C)C)NCCC(=O)O)N1)F